1-(5-methyl-2,5-diazabicyclo[2.2.1]heptan-2-yl)-3-phenylbut-3-ene CN1C2CN(C(C1)C2)CCC(=C)C2=CC=CC=C2